C(CCC)C1CCCC2=C(N(C3=C(C=CC=C23)C(=O)O)CC2=C(C=CC=C2)C)C1 7-butyl-5-[(2-methylphenyl)methyl]-5H,6H,7H,8H,10H-cyclohepta[b]indole-4-carboxylic acid